4-(6-fluoro-5-(methylsulfonylamino)pyridin-2-yl)-1-methyl-1H-1,2,3-triazole-5-carboxylic acid FC1=C(C=CC(=N1)C=1N=NN(C1C(=O)O)C)NS(=O)(=O)C